CC1(CC1)C1=NC(=NO1)C(=O)[O-].[K+] potassium 5-(1-methylcyclopropyl)-1,2,4-oxadiazol-3-carboxylate